4-(3-(2-methoxyphenyl)-4-thiazolinonyl)-N-(4-1-N-pyrazolylbutyl)benzamide COC1=C(C=CC=C1)N1C(SC=C1C1=CC=C(C(=O)NCCCCN2N=CC=C2)C=C1)=O